NC1=NC=NN2C1=C(C=C2C2CCC(CC2)([2H])O)C2=C(C=C(C=C2)C2OCCN1C2=C(C(N1C1=CC=CC=C1)=O)C(=O)N)F (4-(4-amino-7-((1r,4r)-4-hydroxycyclohexyl-4-d)pyrrolo[2,1-f][1,2,4]triazin-5-yl)-3-fluorophenyl)-2-oxo-1-phenyl-2,4,6,7-tetrahydro-1H-pyrazolo[5,1-c][1,4]oxazine-3-carboxamide